[1,2,3]oxadiazolo[5,4-b]pyridine N1=NOC2=NC=CC=C21